FC1=CC(=C(C=N1)C=1C=NC=2CCN(CC2C1)C1=NC(=NC2=CC=C(C=C12)OC)C)C 4-(3-(6-fluoro-4-methylpyridin-3-yl)-7,8-dihydro-1,6-naphthyridin-6(5H)-yl)-6-methoxy-2-methylquinazoline